C1(=CC=C2C=C3C=CC=C3C=C12)[Si](C1(C(=C(C(=C1)C)C)C)C)(C)C (s-Indacen-1-yl)dimethyl-(tetramethylcyclopentadienyl)silane